12-pentacosadiyn-1-ol CCCCCCCCCCCCC#CCCCCCCCC#CCCO